BrC=1C=2C(N=CC1)=C1C([C@@H](N2)C(C2CCOCC2)C2=CC=CC=C2)=CNN1C (S)-6-bromo-1-methyl-4-(phenyl-(tetrahydro-2H-pyran-4-yl)methyl)-1,4-dihydropyrazolo[3',4':4,5]pyrido[3,2-b]pyridine